C(C=C)SSSSCC=C diallyl tetrasulfide